CN(CCC(=O)N1CCC(CC1)C=1C=C2C(=C(NC2=CC1)C1=CC(=NC(=C1)C)C)C(C)C)C 3-(dimethylamino)-1-(4-(2-(2,6-dimethylpyridin-4-yl)-3-isopropyl-1H-indol-5-yl)piperidin-1-yl)propan-1-one